tert-butyl 1-(3-chloro-2-(4-ethoxy-3,3-dimethyl-4-oxobut-1-yn-1-yl)benzyl)-1,8-diazaspiro[4.5]decane-8-carboxylate ClC=1C(=C(CN2CCCC23CCN(CC3)C(=O)OC(C)(C)C)C=CC1)C#CC(C(=O)OCC)(C)C